CC(C(=O)O)C1=CC=C(C=C1)C(C1=CC=CS1)=O alpha-methyl-4-(2-thenoyl)phenylacetic acid